ClC=1C=C(C=C(C1)Cl)NC1=NC2=CC=C(C=C2C(=N1)NC1CCNCC1)F N2-(3,5-dichlorophenyl)-6-fluoro-N4-(piperidin-4-yl)quinazoline-2,4-diamine